FC=1C=C(C=CC1F)C(=O)N1CCC(CC1)=C (3,4-Difluorophenyl)(4-methylenepiperidin-1-yl)methanone